N1CC(C1)NC=1C(=C(C=CC1)SC=1N=CC(=NC1)N1CCC(CC1)(C)NC(OC(C)(C)C)=O)Cl tert-butyl (1-(5-((3-(azetidin-3-ylamino)-2-chlorophenyl)thio)pyrazin-2-yl)-4-methylpiperidin-4-yl)carbamate